BrC(=O)OC(C)C isopropyl bromoformate